OC1=CC(=CC(=C1C1C(CCC(=C1)C)C(=C)C)OCN(C(OC)=O)C1=CC=CC=C1)C(C)(CCCCCC)C methyl (((6-hydroxy-5'-methyl-4-(2-methyloctan-2-yl)-2'-(prop-1-en-2-yl)-1',2',3',4'-tetrahydro-[1,1'-biphenyl]-2-yl)oxy)methyl)(phenyl)carbamate